4-((1R,5S)-3,8-diazabicyclo[3.2.1]octan-3-yl)-7-(5-chloro-4-fluoro-1H-indol-3-yl)-6,8-difluoro-2-((tetrahydro-1H-pyrrolizin-7a(5H)-yl)methoxy)quinazoline [C@H]12CN(C[C@H](CC1)N2)C2=NC(=NC1=C(C(=C(C=C21)F)C2=CNC1=CC=C(C(=C21)F)Cl)F)OCC21CCCN1CCC2